NC1=CC=C(C=C1)C1=C(C2=C(N(C(N(C2=O)C=2C=NC(=CC2)OCC2COC2)=O)CC2=C(C=CC=C2F)F)S1)CN(C)C 6-(4-aminophenyl)-1-(2,6-difluorobenzyl)-5-((dimethylamino)methyl)-3-(6-(oxetan-3-ylmethoxy)pyridin-3-yl)thieno[2,3-d]pyrimidine-2,4(1h,3h)-dione